1-mesityl-4,5-dimethyl-3-(2,4,6-trimethylbenzyl)-imidazol-2-ylidenegold(I) chloride C1(=C(C(=CC(=C1)C)C)N1C(N(C(=C1C)C)CC1=C(C=C(C=C1C)C)C)=[Au-2]Cl)C